BrC=1C=C(C=C2C=NN(C12)C1OCCCC1)I 7-bromo-5-iodo-1-(tetrahydro-2H-pyran-2-yl)-1H-indazole